N'-{4-[(4,5-dichlorothiazol-2-yl)oxy]-2,5-dimethylphenyl}-N-ethyl-N-methylmethanimidamide ClC=1N=C(SC1Cl)OC1=CC(=C(C=C1C)N=CN(C)CC)C